C(#N)C1=C(C=CC=C1)C1=CC=C(C=C1)CNC1=C(C(=O)OCC)C=CC=C1[N+](=O)[O-] ethyl 2-[[(2'-cyanobiphenyl-4-yl) methyl] amino]-3-nitrobenzoate